2-{bis[(4-methoxyphenyl)methyl]amino}pyridine-3-carboxylic acid methyl ester COC(=O)C=1C(=NC=CC1)N(CC1=CC=C(C=C1)OC)CC1=CC=C(C=C1)OC